N-hydroxy-3-oxo-4-(prop-2-yn-1-yl)-3,4-dihydro-2H-benzo[b][1,4]oxazine-6-carboxamide ONC(=O)C1=CC2=C(OCC(N2CC#C)=O)C=C1